C1(CC1)C=1N=NN(C1)C(C(=O)N1C(CC(C1)O)C(=O)NC)C(C)(C)C 1-(2-(4-cyclopropyl-1H-1,2,3-triazol-1-yl)-3,3-dimethylbutyryl)-4-hydroxy-N-methylpyrrolidine-2-carboxamide